OCCCCCN(CCCCCCCCC(C(=O)NCCCCCCCC)CCCCCC)CCCCCCCCC(C(=O)NCCCCCCCC)CCCCCC N'-(((5-hydroxypentyl)azanediyl)bis(octane-8,1-diyl))bis(N-octyloctanoamide)